F[P-](F)(F)(F)(F)F.N1(N=NC2=C1C=CC=C2)O[P+](N(C)C)(N(C)C)N(C)C Benzotriazol-1-yloxytris(dimethylamino)-phosphonium hexafluorophosphate